C(C)C(CN1C=[N+](C=C1)CCC)CCCC 1-(2-ethylhexyl)-3-propyl-imidazolium